3-amino-2-methylpropyl(tetradecanoxydimethylsilane) NCC(C[Si](C)(C)OCCCCCCCCCCCCCC)C